C(C)OC1=CC(=NC=C1C#N)C(C)N1C(C2=CC(=CC(=C2CC1)N1C=NC=C1)CCN(C)CC)=O 4-ethoxy-6-(1-(7-(2-(ethyl(methyl)amino)ethyl)-5-(1H-imidazol-1-yl)-1-oxo-3,4-dihydroisoquinolin-2(1H)-yl)ethyl)nicotinonitrile